(3-methoxy-4-nitrophenyl)-4,5-dihydro-3H-isothiazole-1-oxide COC=1C=C(C=CC1[N+](=O)[O-])C1NS(CC1)=O